C(C=CCC)(=O)N PENT-2-ENAMIDE